O(C1=CC=CC=C1)C1=CC=C(C=C1)C(C=1C(=NC(=NC1)O)O)C1=CC=C(C=C1)OC1=CC=CC=C1 5-(bis(4-phenoxyphenyl)methyl)pyrimidine-2,4-diol